ClC1=C(C(=CC=C1)Cl)C=1N=C2C=3C=C(C=NC3C=CN2C1C(=O)N)C1=CC=C(C=C1)N1CCS(CC1)(=O)=O 2-(2,6-Dichlorophenyl)-9-(4-(1,1-dioxidothiomorpholino)phenyl)imidazo[2,1-f][1,6]naphthyridine-3-carboxamide